ClC1=NC=C(C=C1O)F 2-chloro-5-fluoropyridine-3-ol